C(CCCCC(=O)O)(=O)OC1=C(OC=2C=C(C=C(C2C1=O)O)O)C1=CC(O)=C(O)C=C1 Quercetin O-Hexanedioate